C1(CCC1)C1=CC(=C(C=C1)N1C(C=CC2=CC(=CC=C12)S(=O)(=O)N(C=1OC=CN1)CC1=C(C=C(C=C1)OC)OC)=O)OC (P)-1-(4-Cyclobutyl-2-methoxyphenyl)-N-(2,4-dimethoxybenzyl)-N-(oxazol-2-yl)-2-oxo-1,2-dihydroquinoline-6-sulfonamide